5-(pyridin-3-yl)-1H-benzo[d]imidazole N1=CC(=CC=C1)C1=CC2=C(NC=N2)C=C1